C(C1=CC=CC=C1)OC1=NN2C(C=CC=C2)=C1C(=O)NC1=C(C=C(C(=C1)C)OC1=CC=CC=C1)C(C)C 2-(Benzyloxy)-N-(2-isopropyl-5-methyl-4-phenoxyphenyl)pyrazolo[1,5-a]pyridine-3-carboxamide